O[C@H](C=C)[C@H]1N(C(OC1)(C)C)C(=O)OC(C)(C)C Tert-butyl (4S)-4-[(1R)-1-hydroxyallyl]-2,2-dimethyl-oxazolidine-3-carboxylate